O,N,N-triglycidyl-para-aminophenol C(C1CO1)OC1=CC=C(C=C1)N(CC1CO1)CC1CO1